N1N=CC(=C1)CNC(=O)NC1=CC=C(C=C1)S(=O)(=O)C1=CC=C(C=C1)OC(F)(F)F 1-(1H-Pyrazol-4-ylmethyl)-3-[4-(4-trifluoromethoxy-benzenesulfonyl)-phenyl]-urea